1-[(2,3-dihydro-1,4-benzodioxin-6-yl)sulfonyl]-N-(2-methyl-6-benzothiazolyl)-4-piperidinecarboxamide O1CCOC2=C1C=CC(=C2)S(=O)(=O)N2CCC(CC2)C(=O)NC2=CC1=C(N=C(S1)C)C=C2